FC(OC1=CC=C(C=C1)C1=C(C(=NC(=N1)N)N)[N+](=O)[O-])F (4-(difluoromethoxy)phenyl)-5-nitropyrimidine-2,4-diamine